(3S)-3-({2-[4-bromo-2-(difluoromethoxy)phenyl][1,2,4]triazolo[1,5-c]quinazolin-5-yl}amino)azepan-2-one BrC1=CC(=C(C=C1)C1=NN2C(=NC=3C=CC=CC3C2=N1)N[C@@H]1C(NCCCC1)=O)OC(F)F